nonadiyne CCCCCC#CC#C